hydroperoxyl alcohol O(O)O